3-(2-amino-1H-benzo[d]imidazol-6-yl)-N-(pyridin-2-ylmethyl)benzamide NC1=NC2=C(N1)C=C(C=C2)C=2C=C(C(=O)NCC1=NC=CC=C1)C=CC2